(R)-2-(4-(4-chloropyrazolo[1,5-a]pyridin-2-yl)-6,7-dihydro-1H-imidazo[4,5-c]pyridin-5(4H)-yl)-5-methyl-1,3,4-oxadiazole ClC=1C=2N(C=CC1)N=C(C2)[C@@H]2N(CCC1=C2N=CN1)C=1OC(=NN1)C